N1(CCNCC1)CCCCOC1=CC=C2C=CC(NC2=C1)=O 7-(4-(1-piperazinyl)butoxy)quinolin-2(1H)-one